6-amino-4-chloro-1,3-dimethyl-1H-benzo[d]imidazol-2(3H)-one NC=1C=C(C2=C(N(C(N2C)=O)C)C1)Cl